C[C@@H]1CN(CCC1)C1=NOC(=N1)[C@H](C)NC(OC(C)(C)C)=O tert-butyl ((S)-1-(3-((S)-3-methylpiperidin-1-yl)-1,2,4-oxadiazol-5-yl)ethyl)carbamate